(3S)-3-(hydroxymethyl)morpholine-4-carboxylic acid tert-butyl ester C(C)(C)(C)OC(=O)N1[C@H](COCC1)CO